3-bromo-2-methylbenzo[b]thiophen-5-ol BrC=1C2=C(SC1C)C=CC(=C2)O